3-bromo-4-methylpyridin-2-amine BrC=1C(=NC=CC1C)N